[Si](C)(C)(C(C)(C)C)O[C@H]1C[C@@](N(C1)C(=O)OC(C)(C)C)(CCC1=CC=CC=C1)C=O (2S,4S)-tert-butyl 4-((tert-butyldimethylsilyl)oxy)-2-formyl-2-phenethylpyrrolidine-1-carboxylate